(2S,3S)-3-(hydroxymethyl)-5-oxopyrrolidin OC[C@@H]1CNC(C1)=O